C(=O)O.CC=1C=C(C#N)C=CC1C1=C2C(=C(N=N1)N[C@H]1CN(CCC1)C)C=NC=C2 3-methyl-4-(4-{[(3R)-1-methylpiperidin-3-yl]amino}pyrido[3,4-d]pyridazin-1-yl)benzonitrile formate